CN1CCN(CC1)C1=CC=C(C=N1)[S] (6-(4-methylpiperazin-1-yl)pyridin-3-yl)sulfur